ClC1=CC=C(C=C1)C1(CC1)C(=O)NC1CNCCC1 1-(4-chlorophenyl)-N-(piperidin-3-yl)cyclopropane-1-carboxamide